4-(3,4-Dimethylphenyl)-2,5-diphenylimidazole CC=1C=C(C=CC1C)C=1N=C(NC1C1=CC=CC=C1)C1=CC=CC=C1